ClC=1C(=CC2=C(N=C3N2C=CC=C3)C1)F 7-chloro-8-fluorobenzo[4,5]imidazo[1,2-a]pyridine